ClC=1C=C(C=CC1)N1C(N([C@@H](C1)C#N)C1=CN=CC2=CC=C(C=C12)C(=O)O)=O (S)-4-(3-(3-chlorophenyl)-5-cyano-2-oxoimidazolidin-1-yl)isoquinoline-6-carboxylic acid